C(C1=CC=CC=C1)OC1=CC=C(C=C1)CC1=C(C=CC(=C1)Br)Cl 2-[(4-benzyloxyphenyl)methyl]-4-bromo-1-chloro-benzene